C(CCC)[Sn](C=1SC=C(C1)CC(CCCCCCCC)CCCCCCCC)(CCCC)CCCC tributyl-(4-(2-octyldecyl)thiophen-2-yl)stannane